4-((2-fluorophenyl)ethynyl)-N-((tetrahydro-2H-pyran-4-yl)methyl)benzamide FC1=C(C=CC=C1)C#CC1=CC=C(C(=O)NCC2CCOCC2)C=C1